C(#N)C1=C(OC2=CC(=NC=N2)OC2=C(C=CC=C2)/C(/C(=O)OC)=C\OC)C=CC=C1 methyl (E)-2-{2-[6-(2-cyanophenoxy)-pyrimidin-4-yloxy]-phenyl}-3-methoxyacrylate